N-([1,1'-biphenyl]-3-yl)-2-(4-(2-aminoethyl)-1H-imidazol-1-yl)-7,8-dihydro-5H-pyrano[4,3-d]pyrimidin-4-amine C1(=CC(=CC=C1)NC=1C2=C(N=C(N1)N1C=NC(=C1)CCN)CCOC2)C2=CC=CC=C2